FC1=C(C=CC(=C1)F)C1OC(=C(C1=O)OC(C)=O)N 2-(2,4-difluorophenyl)-4-(acetoxy)-5-amino-3(2H)-furanone